C(#N)C1=C(C=CC(=C1)F)N1CC2(C1)CC(C2)OC=2C=CC(=NC2C(=O)NCC2=NC=CC=C2)C=2C(=NC=CC2)OCC 5-{[2-(2-cyano-4-fluorophenyl)-2-azaspiro[3.3]heptan-6-yl]oxy}-2'-ethoxy-N-[(pyridin-2-yl)methyl]-[2,3'-bipyridine]-6-carboxamide